C(C1=CC=CC=C1)N1CC(N(C(C1)COC)C(=O)OC(C)(C)C)(C)C tert-butyl 4-benzyl-6-(methoxymethyl)-2,2-dimethyl-piperazine-1-carboxylate